N1=CC=C2N1CC(CN2C(=O)OC(C)(C)C)C(=O)OCC 4-(tert-butyl) 6-ethyl 6,7-dihydropyrazolo[1,5-a]pyrimidine-4,6(5H)-dicarboxylate